2-(4-ethylaminostyryl)-3-methylbenzo[d]thiazole C(C)NC1=CC=C(C=CC2SC3=C(N2C)C=CC=C3)C=C1